C(C)(=O)N1CCN(CC1)C1=NC=2CCN(C(C2C=C1)=O)C[C@@H](CN1CC2=CC=CC=C2CC1)O 2-(4-Acetylpiperazin-1-yl)-6-[(2R)-3-(3,4-dihydro-1H-isochinolin-2-yl)-2-hydroxypropyl]-7,8-dihydro-1,6-naphthyridin-5-on